N-[(1'S,14R)-6,19-difluorospiro[8,12-dioxa-21-azatetracyclo[14.3.1.110,13.02,7]henicosa-1(19),2,4,6,10,13(21),16(20),17-octaene-14,3'-cyclopentane]-1'-yl]ethanesulfonamide FC=1C=CC=C2C3=C(C=CC(C[C@]4(C[C@H](CC4)NS(=O)(=O)CC)C=4OC=C(COC12)N4)=C3)F